2-hydroxy-1-[4-(2-hydroxy-phenyl)phenyl]-2-methyl-1-propanone OC(C(=O)C1=CC=C(C=C1)C1=C(C=CC=C1)O)(C)C